N-[6-(difluoromethoxy)-5-fluoro-2-methoxy-3-pyridyl]-1-keto-2-methyl-isoquinoline-5-sulfonamide FC(OC1=C(C=C(C(=N1)OC)NS(=O)(=O)C=1C=2C=CN(C(C2C=CC1)=O)C)F)F